4-(4-(2-(2,6-dioxopiperidin-3-yl)-1,3-dioxoisoindolin-5-yl)piperazin-1-yl)butanal O=C1NC(CCC1N1C(C2=CC=C(C=C2C1=O)N1CCN(CC1)CCCC=O)=O)=O